N-[(3R,4R)-1-(8-cyanoquinoxalin-5-yl)-4-methylpyrrolidin-3-yl]-2-(4-fluoro-1-methylpiperidin-4-yl)acetamide C(#N)C=1C=CC(=C2N=CC=NC12)N1C[C@@H]([C@@H](C1)C)NC(CC1(CCN(CC1)C)F)=O